C(C)(C)(C)C1=C(C(=CC(=C1)O)C(C)(C)C)C1=C(C=C(C=C1C(C)(C)C)O)C(C)(C)C 2,2',6,6'-tetra-tert-butyl-4,4'-dihydroxybiphenyl